5-chloro-3-cyclopropyl-N-(3-nitrobenzyl)pyrazolo[1,5-a]pyrimidin-7-amine ClC1=NC=2N(C(=C1)NCC1=CC(=CC=C1)[N+](=O)[O-])N=CC2C2CC2